FC(C1=CC=C(C=C1)C=1C=C(C=CC1O)C1(C2=CC=CC=C2C=2C=CC=CC12)C1=CC(=C(C=C1)O)C1=CC=C(C=C1)C(F)(F)F)(F)F 9,9-bis(3-(4-trifluoromethyl-phenyl)-4-hydroxyphenyl)fluorene